N,N-diisopropyl-N-(heptenyl)amine C(C)(C)N(C=CCCCCC)C(C)C